C1(=CC=CC=C1)C1=CC(=CC=2OC3=C(C21)C=CC=C3)C3=NC2=C(N3C3=C(C=C(C=C3C(C)C)C(C)C)C(C)C)C=CC=C2 2-(1-phenyldibenzo[b,d]furan-3-yl)-1-(2,4,6-triisopropylphenyl)-1H-benzo[d]imidazole